ClC1=NC=CC(=C1)O[C@H]1CN(CC1)C1=NC=NC2=C1SC=1N=NC(=C(C12)C)C 8-[(3R)-3-[(2-chloro-4-pyridinyl)oxy]pyrrolidin-1-yl]-3,4-dimethyl-pyrimido[4',5':4,5]thieno[2,3-c]pyridazine